N-(2-hydroxy-2-methylpropyl)-3-oxo-2,3-dihydropyridazine-4-carboxamide OC(CNC(=O)C=1C(NN=CC1)=O)(C)C